ClC=1C(=C(C=CC1)NC(=O)C1=CC(=CC=2NC(=NC21)COC)NC(=O)C2=C(C=CC(=C2)F)C(F)(F)F)C N-(3-chloro-2-methylphenyl)-6-({[5-fluoro-2-(trifluoromethyl)phenyl]carbonyl}amino)-2-(methoxymethyl)-1H-benzoimidazole-4-carboxamide